C(C)OC(=O)C1COCCO1 [1,4]Dioxane-6-carboxylic acid ethyl ester